(E)-2-(7-trifluoromethylchroman-4-ylidene)-N-[(7R)-7-hydroxy-5,6,7,8-tetrahydronaphthalen-1-yl]acetamide FC(C1=CC=C2\C(\CCOC2=C1)=C\C(=O)NC1=CC=CC=2CC[C@H](CC12)O)(F)F